BrC1=C(OCC(CCl)O)C=CC(=C1)C(C)(C)C1=CC=C(C=C1)OCC(CN1N=NC(=C1)CO)O 1-(2-bromo-4-(2-(4-(2-hydroxy-3-(4-(hydroxymethyl)-1H-1,2,3-triazol-1-yl)propoxy)phenyl)propan-2-yl)phenoxy)-3-chloropropan-2-ol